6-((4-(1-(difluoromethyl)-1H-benzo[d]imidazol-2-yl)piperidin-1-yl)methyl)-3-(2-fluorophenyl)-1-methyl-1H-indazole FC(N1C(=NC2=C1C=CC=C2)C2CCN(CC2)CC2=CC=C1C(=NN(C1=C2)C)C2=C(C=CC=C2)F)F